succinimidyl-6-(iodoacetyl)aminohexanoate C1(CCC(N1C(C(=O)[O-])CCCCNC(CI)=O)=O)=O